6-(5-amino-1-(1-(but-2-ynyl)pyrrolidin-3-yl)imidazo[1,5-c]pyrimidin-3-yl)-N-(4-cyanopyridin-2-yl)nicotinamide NC1=NC=CC=2N1C(=NC2C2CN(CC2)CC#CC)C2=NC=C(C(=O)NC1=NC=CC(=C1)C#N)C=C2